titanium(IV) methoxide C[O-].[Ti+4].C[O-].C[O-].C[O-]